(S)-N-(4-(3-aminopiperidin-1-yl)-5-(1-(oxetan-3-yl)-1H-pyrazol-4-yl)pyridin-2-yl)-2-(2-fluoro-6-methoxyphenyl)pyrimidin-4-amine hydrochloride Cl.N[C@@H]1CN(CCC1)C1=CC(=NC=C1C=1C=NN(C1)C1COC1)NC1=NC(=NC=C1)C1=C(C=CC=C1OC)F